C(CC)C1=CC=C(C=C1)S(=O)(=O)OC=1C=C(C=CC1)NC(NC1=CC(=CC=C1)OS(=O)(=O)C1=CC=C(C=C1)CCC)=O bis-[3-(p-propylbenzenesulfonyloxy)phenyl]urea